FC1=CC(=C(C=C1)C1=CC(=CC=C1)C1=NC2=C(N1)C(=CC(=C2)CN[C@H]2[C@H](CCC2)O)C(F)(F)F)C2=NN=CN2C (1S,2R)-2-(((2-(4'-Fluoro-2'-(4-methyl-4H-1,2,4-triazol-3-yl)-[1,1'-biphenyl]-3-yl)-7-(trifluoromethyl)-1H-benzo[d]imidazol-5-yl)methyl)amino)cyclopentan-1-ol